O.CC1=CC=C(C=C1)S(=O)(=O)O.CC1=CC=C(C=C1)S(=O)(=O)O.N1=CN=C(C2=CC=CC=C12)N 4-quinazolinamine bis(4-methylbenzenesulfonate) monohydrate